7α-chloro-5,6β-epoxy-15β,16β-methylene-3β-pivaloyloxy-5β-androstan-17-one Cl[C@H]1[C@H]2[C@@H]3[C@H]4[C@@H](C([C@@]3(C)CC[C@@H]2[C@]2(CC[C@@H](C[C@@]23[C@@H]1O3)OC(C(C)(C)C)=O)C)=O)C4